C1CCC2=C(C1)C(=O)N(C2=O)C3=CC=C(C=C3)Br The molecule is a dicarboximide that is 3,4,5,6-tetrahydrophthalimide in which the hydrogen attached to the nitrogen is replaced by a p-bromophenyl group. It is a secondary amide, an organonitrogen heterocyclic compound, a member of maleimides, a member of bromobenzenes and an organic heterobicyclic compound.